BrC1=C(N(N=C1)C)C=1C=C(C=CC1O)NC(=O)NC1=C(C=C(C=C1)F)F 1-[3-(4-Bromo-2-methyl-2H-pyrazol-3-yl)-4-hydroxy-phenyl]-3-(2,4-difluoro-phenyl)-urea